C1(CC1)C(=O)NC1=CC(=C2C(=N1)NN(C2=O)C)NC=2C(=C(C(=O)O)C=CC2)OC 3-((6-(cyclopropanecarboxamido)-2-methyl-3-oxo-2,3-dihydro-1H-pyrazolo[3,4-b]pyridin-4-yl)amino)-2-methoxybenzoic acid